2-(2-cyclopropyl-3-(3-methylisoxazol-5-yl)phenyl)-N-((1R,6S)-2,2-difluoro-6-((1-isopropylpiperidin-4-yl)oxy)cyclohexyl)acetamide C1(CC1)C1=C(C=CC=C1C1=CC(=NO1)C)CC(=O)N[C@H]1C(CCC[C@@H]1OC1CCN(CC1)C(C)C)(F)F